1-Naphthalenesulfonic acid, methyl ester C1(=CC=CC2=CC=CC=C12)S(=O)(=O)OC